1,2,4,6-tetramethylpyridine iodide [I-].CN1C(C=C(C=C1C)C)C